FC1=C(C(=CC(=C1)C1=C2C(=NC=C1)NC=C2F)F)C2([C@H](CN(C[C@H]2C)C2COC2)C)O (3S,4s,5R)-4-(2,6-difluoro-4-(3-fluoro-1H-pyrrolo[2,3-b]pyridin-4-yl)phenyl)-3,5-dimethyl-1-(oxetan-3-yl)piperidin-4-ol